1-isopropyl-6-((2-(4-methoxypiperidin-1-yl)pyrimidin-4-yl)amino)-1H-pyridine C(C)(C)N1CC=CC=C1NC1=NC(=NC=C1)N1CCC(CC1)OC